CC(C(=O)O)(C)C1=C2C(=NC(=C1)N1[C@@H](COCC1)C)C(=NS2)C2=CC(=NN2)C 2-methyl-2-[3-(3-methyl-1H-pyrazol-5-yl)-5-[(3R)-3-methylmorpholin-4-yl]-[1,2]thiazolo[4,5-b]pyridin-7-yl]propanoic acid